C1(CCCC1)N1C2=C(N(C(C(C1)(F)F)=O)C)C=NC=N2 9-cyclopentyl-7,7-difluoro-5-methyl-6-oxo-8H-pyrimido[4,5-b][1,4]diazepine